(2-chloropyrimidin-4-yl)-7-fluoro-2-methyl-3-(prop-1-en-2-yl)-2H-indazole ClC1=NC=CC(=N1)C=1C2=C(N(N=C2C(=CC1)F)C)C(=C)C